C(CCC)[S+](CC1=CC=C(C=C1)C=C)CCCC dibutyl-(4-vinylbenzyl)sulfonium